3-(((5-Chloro-2-(trifluoromethyl)pyrazolo[1,5-a]pyrimidin-7-yl)amino)methyl)-3-(4-fluorophenyl)azetidine-1-carboxamide ClC1=NC=2N(C(=C1)NCC1(CN(C1)C(=O)N)C1=CC=C(C=C1)F)N=C(C2)C(F)(F)F